C1(CCC1)OC([C@@H](N[P@@](=O)(OC1=CC=CC=C1)OC[C@H]1O[C@@]([C@@H]([C@@H]1O)O)(C#N)C1=CC=C2C(=NC=NN21)N)CC2=CC=CC=C2)=O N-((S)-(((2R,3S,4R,5R)-5-(4-aminopyrrolo[2,1-f][1,2,4]triazine-7-yl)-5-cyano-3,4-dihydroxytetrahydrofuran-2-yl)methoxy)(phenoxy)phosphoryl)-L-phenylalanine cyclobutyl ester